CC1=NC(=CC(=N1)N1CC2(CC1)CCN(CC2)C2=CN=C1C(=N2)N(N=C1)CC(F)(F)F)C(F)(F)F 2-[2-methyl-6-(trifluoromethyl)pyrimidin-4-yl]-8-[1-(2,2,2-trifluoroethyl)-1H-pyrazolo[3,4-b]pyrazin-6-yl]-2,8-diazaspiro[4.5]decane